NCC(=O)NC=1SC=C(N1)Br 2-amino-N-(4-bromothiazol-2-yl)acetamide